CN1C(C2=CC=C(C=C2CC1)B1OC(C(O1)(C)C)(C)C)=O 2-methyl-6-(4,4,5,5-tetramethyl-1,3,2-dioxaborolan-2-yl)-3,4-dihydroisoquinolin-1-one